C([C@@H]1[C@H]([C@@H]([C@@H]([C@H](O1)O[C@H]2[C@H]([C@@H]([C@H](O[C@H]2O[C@H]3[C@H]([C@@H]([C@H](O[C@H]3O[C@H]4[C@H]([C@@H]([C@H](O[C@@H]4O[C@H]5[C@H]([C@@H]([C@H](OC5O)CO)O)O)CO)O)O)CO)O)O)CO)O)O)O)O)O)O The molecule is a mannopentaose comprising alpha-D-mannopyranose, beta-D-mannopyranose, beta-D-mannopyranose, alpha-D-mannopyranose and D-mannopyranose resideus joined in sequence by (1->2) glycosidic linkages. It derives from a beta-D-Manp-(1->2)-beta-D-Manp-(1->2)-alpha-D-Manp-(1->2)-Manp.